(3R,4R,5S)-4-acetamido-5-((5-chloro-[1,1'-biphenyl]-3-yl)methyl)amino-3-(pentan-3-oxy)cyclohex-1-en-1-carboxylic acid C(C)(=O)N[C@H]1[C@@H](C=C(C[C@@H]1NCC=1C=C(C=C(C1)Cl)C1=CC=CC=C1)C(=O)O)OC(CC)CC